CS(=O)(=O)OCC(C)(C)C=1C=CC=2N(C1)N=CC2C2=CC(=C(C(=C2)OC)C(N[C@H]2[C@H](C2)F)=O)OC(F)F [2-[3-[3-(difluoromethoxy)-4-[[(1R,2S)-2-fluorocyclopropyl] carbamoyl]-5-methoxy-phenyl]pyrazolo[1,5-a]pyridin-6-yl]-2-methyl-propyl] methanesulfonate